BrC1=NC=CC(=C1)NC(=O)NC1=C(C(=CC=C1)Cl)CCO 1-(2-bromopyridin-4-yl)-3-[3-chloro-2-(2-hydroxyethyl)phenyl]urea